COS(=O)(=O)[O-].C(CCCCCCCCCCCCCCCCC)(=O)OCC[N+](C)(CCO)CCOC(CCCCCCCCCCCCCCCCC)=O N,N-bis(stearoyl-oxyethyl)N-(2-hydroxyethyl)N-methyl-ammonium methyl-sulfate